FC(C1=NN(C=C1NC(=O)C=1N=C(OC1)C=1C=NN(C1)C)C1=CC=C(C(=O)OC)C=C1)F Methyl 4-[3-(difluoromethyl)-4-[[2-(1-methylpyrazol-4-yl)oxazole-4-carbonyl]amino]pyrazol-1-yl]benzoate